CN1N=NC2=C1C=CC(=C2C)B2OC(C(O2)(C)C)(C)C 1,4-dimethyl-5-(4,4,5,5-tetramethyl-1,3,2-dioxaborolan-2-yl)-1H-benzo[d][1,2,3]triazole